(4S,5R)-5-[3,5-bis(trifluoromethyl)phenyl]-N-[(3-bromopyridin-2-yl)methyl]-4-methyl-2-oxo-1,3-oxazolidine-3-carboxamide FC(C=1C=C(C=C(C1)C(F)(F)F)[C@@H]1[C@@H](N(C(O1)=O)C(=O)NCC1=NC=CC=C1Br)C)(F)F